COC=1C=C(C=C(C1)OC)C#CC1=NN2C(NCCC2C2CNCC2)=C1C(=O)N 2-((3,5-dimethoxyphenyl)ethynyl)-7-(pyrrolidin-3-yl)-4,5,6,7-tetrahydropyrazolo[1,5-a]pyrimidine-3-carboxamide